3,4,5-trifluorophenyl(sulfonyl)-4,4a,5,6,7,8-hexahydro-1H-pyrazolo[3,4-g]isoquinoline-4a-carboxylate FC=1C=C(C=C(C1F)F)OC(=O)C12C(C3=C(C=C2CCNC1)NN=C3)=S(=O)=O